NC1=C2C(=NC=N1)N(N=C2C2=CC=C(C=C2)OC2=CC=CC=C2)[C@H]2CN(CCC2)C(=O)N2CCC(CC2)N2CCC(CC2)C=2C=C1C(N(C(C1=CC2)=O)C2C(NC(CC2)=O)=O)=O 5-(1'-((R)-3-(4-amino-3-(4-phenoxyphenyl)-1H-pyrazolo[3,4-d]pyrimidin-1-yl)piperidine-1-carbonyl)-[1,4'-bipiperidin]-4-yl)-2-(2,6-dioxopiperidin-3-yl)isoindoline-1,3-dione